4-(4-(4-Cyano-4-methylpiperidin-1-yl)-6,8-difluoro-7-methoxyquinoline-3-carbonyl)-N-ethylpiperazine-1-carboxamide C(#N)C1(CCN(CC1)C1=C(C=NC2=C(C(=C(C=C12)F)OC)F)C(=O)N1CCN(CC1)C(=O)NCC)C